CN1N=CC(=C1C)C(C[N+](=O)[O-])C1=CC=CC=C1 1,5-dimethyl-4-(2-nitro-1-phenyl-ethyl)pyrazole